(pyridin-3-ylmethyl)nicotinamide N1=CC(=CC=C1)CC1=C(C(=O)N)C=CC=N1